CC(C)(C=CCCC)C 2,2-dimethyl-3-heptene